7-(azetidin-1-yl)-2-chloro-[1,2,4]triazolo[1,5-a]pyridine N1(CCC1)C1=CC=2N(C=C1)N=C(N2)Cl